O=C1NC(CCC1N1C(C2=CC=C(C=C2C1)CNC(=O)C1=CC=C(C=N1)C=1CCNCC1)=O)=O N-((2-(2,6-dioxopiperidin-3-yl)-1-oxoisoindol-5-yl)methyl)-1',2',3',6'-tetrahydro-[3,4'-bipyridine]-6-formamide